N1(CCCCC1)CCOC1=CC=C(C=C1)C1C[C@]2(OOC3(C4CC5CC(CC3C5)C4)O2)CCC1 (1R)-3-[p-(2-Piperidinoethoxy)phenyl]dispiro[cyclohexane-1,3'-[1,2,4]trioxolane-5',2''-tricyclo[3.3.1.13,7]decane]